4'-phenyl-2,2':6',2''-terpyridin C1(=CC=CC=C1)C1=CC(=NC(=C1)C1=NC=CC=C1)C1=NC=CC=C1